N-(2,4-dichloro-6-(hydroxymethyl)benzyl)-5-fluoro-8-oxo-5,6,7,8-tetrahydroquinoline-5-carboxamide ClC1=C(CNC(=O)C2(C=3C=CC=NC3C(CC2)=O)F)C(=CC(=C1)Cl)CO